C(CCC)OOC(=O)OCCCCCCOC(=O)OOCCCC 1,6-bis(1-butylperoxycarbonyloxy)hexane